tert-butyl (S)-4-(4-chloro-3-hydrazinylphenyl)-2,2-dimethyloxazolidine-3-carboxylate ClC1=C(C=C(C=C1)[C@@H]1N(C(OC1)(C)C)C(=O)OC(C)(C)C)NN